(R)-N-(3-(1-((2-amino-5-chloropyridin-3-yl)oxy)ethyl)-phenyl)-2,5-dichlorobenzamide NC1=NC=C(C=C1O[C@H](C)C=1C=C(C=CC1)NC(C1=C(C=CC(=C1)Cl)Cl)=O)Cl